C1(CC1)C1=NC=NC(=C1C=1N=C2N(CC(N3C2=C(N1)CCC3)=O)CC3=CC=C(C=C3)C=3N(C=C(N3)C(F)(F)F)C(C)C)OC 2-(4-cyclopropyl-6-methoxypyrimidin-5-yl)-4-(4-(1-isopropyl-4-(trifluoromethyl)-1H-imidazol-2-yl)benzyl)-4,5,9,10-tetrahydro-6H,8H-pyrido[3,2,1-de]pteridin-6-one